CNC(=O)C1=CC(=CC=2C(COC21)C2=CC=CC=C2)C(=O)NCC2COCC2 (+/-)-N7-Methyl-3-phenyl-N5-((tetrahydrofuran-3-yl)methyl)-2,3-dihydrobenzofuran-5,7-dicarboxamid